6-fluoroisothiazolo[5,4-b]quinoline FC=1C=C2C=C3C(=NC2=CC1)SN=C3